[(3S,4S,5R)-6-hydroxy-4,5-bis[3-(1H-indol-3-yl)propanoyloxy]tetrahydropyran-3-yl] 3-(1H-indol-3-yl)propanoate N1C=C(C2=CC=CC=C12)CCC(=O)O[C@H]1COC([C@@H]([C@H]1OC(CCC1=CNC2=CC=CC=C12)=O)OC(CCC1=CNC2=CC=CC=C12)=O)O